3-[5-[3-[3-(3-aminopropoxy)-2,2-dimethyl-propoxy]propyl]-3-methyl-2-oxo-benzimidazol-1-yl]piperidine-2,6-dione NCCCOCC(COCCCC1=CC2=C(N(C(N2C)=O)C2C(NC(CC2)=O)=O)C=C1)(C)C